OCCN1COCC1 3-hydroxyethyl-oxazolidine